(2R,4R)-1-(3-chloro-2-fluorobenzyl)-4-((5-fluoro-6-isopropyl-2-((5-methyl-1H-pyrazol-3-yl)amino)pyrimidin-4-yl)methyl)-2-methylpiperidine-4-carboxylic acid ClC=1C(=C(CN2[C@@H](C[C@@](CC2)(C(=O)O)CC2=NC(=NC(=C2F)C(C)C)NC2=NNC(=C2)C)C)C=CC1)F